7-bromo-2,3-dimethyl-1,2,3,4-tetrahydroisoquinoline BrC1=CC=C2CC(N(CC2=C1)C)C